rel-2-((1S,2S,4R)-4-Hydroxy-2-methylcyclohexyl)-6-methoxy-N-(pyrazolo[1,5-a]pyrimidin-3-yl)-2H-indazole-5-carboxamide O[C@H]1C[C@@H]([C@H](CC1)N1N=C2C=C(C(=CC2=C1)C(=O)NC=1C=NN2C1N=CC=C2)OC)C |o1:1,3,4|